1-(tert-butoxy)-2,2-dimethylpropane C(C)(C)(C)OCC(C)(C)C